3'-chloro-6-(3-(4-((pyridin-3-ylamino)methyl)phenoxy)azetidin-1-yl)-[1,1'-biphenyl]-2-carboxylic acid ClC=1C=C(C=CC1)C=1C(=CC=CC1N1CC(C1)OC1=CC=C(C=C1)CNC=1C=NC=CC1)C(=O)O